icosyl α-cyanoacrylate C(#N)C(C(=O)OCCCCCCCCCCCCCCCCCCCC)=C